O=C1NC2(CN1CCOC(C1=NC=C(C=C1Cl)OCC(C)C1=CC=CC=C1)=O)CCNCC2 2-(2-oxo-1,3,8-triazaspiro[4.5]decan-3-yl)ethyl-3-chloro-5-(2-phenylpropoxy)picolinate